tert-butyl 2-(2-amino-4-fluorophenyl)-1-methylhydrazine-1-carboxylate NC1=C(C=CC(=C1)F)NN(C(=O)OC(C)(C)C)C